C(N)(=O)C=1C=C(C=CC1)NC(=O)C=1C(=NC(=NC1C)C(F)(F)F)OC1=C(C=C(C=C1)C#N)OC N-(3-carbamoylphenyl)-4-(4-cyano-2-methoxy-phenoxy)-6-methyl-2-(trifluoromethyl)pyrimidine-5-carboxamide